2-(2,3,4-trimethoxybenzylidene)-6-hydroxybenzofuran COC1=C(C=C2OC3=C(C2)C=CC(=C3)O)C=CC(=C1OC)OC